FC1=CC=C(C=C1)C1=CC(=NN1C1=CC=C(C=C1)S(=O)(=O)N)C=O 4-(5-(4-fluorophenyl)-3-formyl-1H-pyrazol-1-yl)benzenesulfonylAmine